CC(CCN[C@@H]1[C@H](CCCC1)CC=1C=C2CN(C(C2=CC1)=O)C1C(NC(CC1)=O)=O)(C)C 3-(5-(((1R,2S)-2-((3,3-dimethylbutyl)amino)cyclohexyl)methyl)-1-oxoisoindolin-2-yl)piperidine-2,6-dione